1,3-dichloropropane-2-one ClCC(CCl)=O